COC1=C(C(=O)C2CCN(CC2)C(=O)OC(C)(C)C)C=CC=C1OC tert-Butyl 4-(2,3-bismethoxybenzoyl)piperidine-1-carboxylate